(3-(4-(4-Methyl-1-(oxetan-3-yl)-1H-pyrazol-3-yl)benzyl)-1,2,3-oxadiazol-3-ium-5-yl)((2-(trifluoromethyl)pyridin-4-yl)carbamoyl)amide CC=1C(=NN(C1)C1COC1)C1=CC=C(C[N+]2=NOC(=C2)[N-]C(NC2=CC(=NC=C2)C(F)(F)F)=O)C=C1